ClC1=C(C=C(C=C1)F)C=1NC(C=C2C1C(=CN2C=2C=NN(C2)C2CC2)NC(C2=CC(=CC(=C2)C(F)(F)F)F)=O)=O N-(4-(2-chloro-5-fluorophenyl)-1-(1-cyclopropyl-1H-pyrazol-4-yl)-6-oxo-5,6-dihydro-1H-pyrrolo[3,2-c]pyridin-3-yl)-3-fluoro-5-(trifluoromethyl)benzamide